N1(CCCC1)CCOC1=CC=C(C=C1)NC=1SC=CC1 2-(4-(2-(pyrrolidin-1-yl)ethoxy)phenylamino)thiophen